C(\C=C\C(=O)OC)(=O)OCC(NCCCC)=O (N-butylcarbamoyl)methyl methyl (2E)-but-2-ene-1,4-dioate